CC1(CN(CC1)C(=O)[C@]1(CNCC1)OC)C (3,3-dimethylpyrrolidin-1-yl)-[(3S)-3-methoxypyrrolidin-3-yl]methanone